O=C1NC(CCC1N1C(C2=CC=CC(=C2C1=O)N(CC=1N=NN(C1)C1=NN(C=C1)C)C)=O)=O 2-(2,6-Dioxopiperidin-3-yl)-4-(methyl((1-(1-methyl-1H-pyrazol-3-yl)-1H-1,2,3-triazol-4-yl)methyl)amino)isoindoline-1,3-dione